2-fluoro-4-(2-chloro-4-(neopentylamino)pyrimidin-5-yl)-N-cyclopropylbenzamide FC1=C(C(=O)NC2CC2)C=CC(=C1)C=1C(=NC(=NC1)Cl)NCC(C)(C)C